C(#N)C1=CC=C(C=C1)NC(=O)N[C@@H]1/C(/NC[C@H]1C1=C(C=C(C=C1F)OC)F)=N/OCCO |o1:12,16| (-)-1-(4-cyanophenyl)-3-{(3S*,4R*,Z)-4-(2,6-difluoro-4-methoxyphenyl)-2-[(2-hydroxyethoxy)imino]pyrrolidin-3-yl}urea